P(=O)(O)(O)C(CC(=O)O)(C(CC(=O)O)C(=O)O)C(=O)O 2-phosphonobutane-1,2,3,4-tetracarboxylic acid